chloro-(2,4-difluorophenyl)zinc Cl[Zn]C1=C(C=C(C=C1)F)F